The molecule is an (omega-1)-hydroxy fatty acid that is (2E)-tridec-2-enoic acid in which the 12-pro-R hydrogen is replaced by a hydroxy group. It is an (omega-1)-hydroxy fatty acid, a medium-chain fatty acid, an alpha,beta-unsaturated monocarboxylic acid and a hydroxy monounsaturated fatty acid. C[C@H](CCCCCCCC/C=C/C(=O)O)O